7-bromopyrido[3,2-d]pyrimidine-4-amine BrC1=CC=2N=CN=C(C2N=C1)N